5-[4-amino-5-(trifluoromethyl)pyrrolo[2,1-f][1,2,4]triazin-7-yl]-4-fluoro-N-[(3R,4S)-4-fluoro-1-[2-hydroxy-2-(trifluoromethyl)butanoyl]pyrrolidin-3-yl]-2-methoxybenzamide NC1=NC=NN2C1=C(C=C2C=2C(=CC(=C(C(=O)N[C@@H]1CN(C[C@@H]1F)C(C(CC)(C(F)(F)F)O)=O)C2)OC)F)C(F)(F)F